COC(C1=C(C=CC(=C1)C(C)(C)C)N(C1=CC=C(C=C1)C1=CC=CC=C1)C1=CC=C(C=C1)C1=CC=CC=C1)=O.CCC1=NC=C(C=C1)C1N(C)CCC1 2-Ethyl-Nicotine Methyl-2-[bis({[1,1'-biphenyl]-4-yl})amino]-5-tert-butylbenzoate